(R)-1-(4-((4-((2-fluoro-4-((2-(3-methylpyrrolidin-1-yl)pyrimidin-4-yl)oxy)phenyl)amino)-7-methoxyquinazolin-6-yl)amino)piperidin-1-yl)prop-2-en-1-one FC1=C(C=CC(=C1)OC1=NC(=NC=C1)N1C[C@@H](CC1)C)NC1=NC=NC2=CC(=C(C=C12)NC1CCN(CC1)C(C=C)=O)OC